N-(4-(4-amino-5-(3-fluoro-4-((4-methylpyrimidin-2-yl)oxy)phenyl)-7-methyl-7H-pyrrolo[2,3-d]pyrimidin-6-yl)-3-methylphenyl)methacrylamide NC=1C2=C(N=CN1)N(C(=C2C2=CC(=C(C=C2)OC2=NC=CC(=N2)C)F)C2=C(C=C(C=C2)NC(C(=C)C)=O)C)C